ClC=1C(=NC2=CC(=C(N=C2C1N[C@@H](CC)C1=C(C(=CC=C1)F)F)C=1C=NC(=NC1)P(=O)(C)C)F)C 3-chloro-N-[(1S)-1-(2,3-difluorophenyl)propyl]-6-[2-(dimethylphosphoryl)pyrimidin-5-yl]-7-fluoro-2-methyl-1,5-naphthyridin-4-amine